IC1=C(OC2=C(C=CC=C2)B2OC(CC)(C)C(C)(C)O2)C=CC=C1 2-(2-iodophenoxy)-methylphenylboronic acid pinacol ester